C(#N)[C@]1(CCSC2=C1C=NC(=C2F)C(F)(F)F)N[S@@](=O)C(C)(C)C (S)-N-((R)-4-cyano-8-fluoro-7-(trifluoromethyl)-3,4-dihydro-2H-thiopyrano[3,2-c]pyridin-4-yl)-2-methylpropane-2-sulfinamide